C1=C2C=3C=C(C=CC3N3C2=C(C=C1)C1=CC=CC=C13)B(O)O indolo[3,2,1-jk]carbazol-11-ylboronic acid